2-[4,7-Dichloro-6-[4-[[1-(3-hydroxy-1-methyl-propyl)-4-piperidyl]oxy]phenyl]indazol-2-yl]-2-[rac-(6R)-6-fluoro-6,7-dihydro-5H-pyrrolo[1,2-c]imidazol-1-yl]-N-thiazol-2-yl-acetamide ClC=1C2=CN(N=C2C(=C(C1)C1=CC=C(C=C1)OC1CCN(CC1)C(CCO)C)Cl)C(C(=O)NC=1SC=CN1)C1=C2N(C=N1)C[C@@H](C2)F |r|